(9-bromo-6,7-dichloro-1,3,4,5-tetrahydropyrido[4,3-b]indol-2-yl)-(5-methoxypyrimidin-2-yl)methanone BrC=1C=2C3=C(NC2C(=C(C1)Cl)Cl)CCN(C3)C(=O)C3=NC=C(C=N3)OC